2-allyl-6-(2-methyl-1,3-benzoxazol-5-ylamino)-1-[6-(1-methyl-4-piperidyloxy)-2-pyridyl]-1,2-dihydro-3H-1,2,5,7-tetraazainden-3-one C(C=C)N1N(C2=NC(=NC=C2C1=O)NC=1C=CC2=C(N=C(O2)C)C1)C1=NC(=CC=C1)OC1CCN(CC1)C